(S)-N-(6-bromo-2-(1-cyclopropylethyl)-3-oxoisoindol-4-yl)propane-1-sulfonamide BrC1=CC(=C2C(N(CC2=C1)[C@@H](C)C1CC1)=O)NS(=O)(=O)CCC